[N+](=O)([O-])C=1C=C2CCC(NC2=C2C=CN=CC12)=O 6-nitro-3,4-dihydro-1H-1,8-phenanthroline-2-one